COC=1C=CCOC1 pyran-5-yl methyl ether